C(C)(=O)O[C@H]1[C@H](O[C@H]([C@@H]([C@H]1OC(C)=O)OC(C)=O)OC1=C(C=C(C=C1)[N+](=O)[O-])CO)COC(C)=O (2R,3S,4S,5R,6S)-2-(acetoxymethyl)-6-(2-(hydroxymethyl)-4-nitrophenoxy)tetrahydro-2H-pyran-3,4,5-triyl triacetate